1,3-dimethyl-2,4,5-tribromoimidazole CN1C(N(C(=C1Br)Br)C)Br